CC1(C(C1CCCCC)C=1C(CCC1C)=O)C 2-(2,2-Dimethyl-3-pentylcyclopropyl)-3-methylcyclopent-2-en-1-one